N-[1-pyrazin-2-ylethyl]-5-[5-(trifluoromethyl)-1,2,4-oxadiazol-3-yl]pyrimidin-2-amine N1=C(C=NC=C1)C(C)NC1=NC=C(C=N1)C1=NOC(=N1)C(F)(F)F